FC=1C=NC=2OC(C3C4CCC(CN3C3=NC(=C(C1C32)I)C3COC3)N4C(=O)[O-])C 14-fluoro-16-iodo-9-methyl-17-(oxetan-3-yl)-10-oxa-2,12,18,20-tetrazapentacyclo[9.7.1.14,7.02,8.015,19]icosa-1(18),11(19),12,14,16-pentaene-20-carboxylate